C(CCCCCCCCCCCCCCCCCCCCCCCCCCCCC)(=O)OCCCCCCCCCCCCCCCC hexadecan-1-yl melissate